(2-(6-(4-chlorophenyl)-4-oxo-8-(pyridin-3-yl)pyrido[3,4-d]Pyrimidin-3(4H)-yl)propyl)carbamic acid tert-butyl ester C(C)(C)(C)OC(NCC(C)N1C=NC2=C(C1=O)C=C(N=C2C=2C=NC=CC2)C2=CC=C(C=C2)Cl)=O